C(C)[Si](OC1=C(CC2=CC=CC=C12)C=O)(CC)CC 3-((triethylsilyl)oxy)-1H-indene-2-carbaldehyde